6-[5-[2-[[4-fluoro-6-(2-imidazol-1-ylethoxy)-2,3-dihydro-1H-inden-2-yl]methylamino]ethyl]-2-oxo-1,3-oxazolidin-3-yl]-4H-pyrazino[2,3-b][1,4]oxazin-3-one FC1=C2CC(CC2=CC(=C1)OCCN1C=NC=C1)CNCCC1CN(C(O1)=O)C1=NC2=C(OCC(N2)=O)N=C1